ClC1=C(N=C(C(=N1)C(=O)OC)NC1=CC=C(C=C1)OC[C@H]1N(C[C@@H](C1)O)C)C methyl 6-chloro-3-[4-[[(2s,4r)-4-hydroxy-1-methyl-pyrrolidin-2-yl] methoxy] anilino]-5-methyl-pyrazine-2-carboxylate